(R)-N3-(2,6-dimethylphenyl)-1-(3-(2-(methoxymethyl)pyrrolidin-1-yl)propyl)-1H-indazole-3,6-diamine CC1=C(C(=CC=C1)C)NC1=NN(C2=CC(=CC=C12)N)CCCN1[C@H](CCC1)COC